[Si](C)(C)(C(C)(C)C)OCCN(C1=CC(=NC=N1)NC(=O)[C@@H]1[C@H](C1)C1=CC(=CC=C1)Cl)CC=1N=C2N(C=C(C=C2)C2CC2)C1 (1S,2S)-N-(6-((2-((tert-butyldimethylsilyl)oxy)ethyl)((6-cyclopropylimidazo[1,2-a]pyridin-2-yl)methyl)amino)pyrimidin-4-yl)-2-(3-chlorophenyl)cyclopropane-1-carboxamide